6-((1r,3R)-3-methoxycyclobutoxy)pyridin COC1CC(C1)OC1=CC=CC=N1